ClC=1C(=NC=NC1)C 5-chloro-4-methylpyrimidin